C1(CC1)CN1C(=CC2=CC=C(C=C12)N(C)C(=O)OC)C1=NC2=C(N1C)C(=CC(=C2)C(=O)OC)OC methyl 2-(1-(cyclopropylmethyl)-6-((methoxycarbonyl)(methyl)amino)-1H-indol-2-yl)-7-methoxy-1-methyl-1H-benzo[d]imidazole-5-carboxylate